ethyl (E)-3-(2-amino-6-(trifluoromethyl)phenyl)acrylate NC1=C(C(=CC=C1)C(F)(F)F)/C=C/C(=O)OCC